ClC1=NC=C(C(=N1)C=1C=C2C(NC3(C2=CC1)CC3)=O)F 5'-(2-Chloro-5-fluoropyrimidin-4-yl)spiro[cyclopropane-1,1'-isoindolin]-3'-one